FC1=CC=C(C[C@@H]2[C@H]([C@H](OC2)C2=CC=C(C=C2)F)CC(=C(C(=O)[O-])C)C)C=C1 ((2S,3R,4R)-4-(4-fluorobenzyl)-2-(4-fluorophenyl)tetrahydrofuran-3-yl)-methyl-2-methylbut-2-enoate